NCC1=CC(=C(C(=C1)C)NC(=O)C1=CC2=C(OCCC3=C2SC=C3)C=C1C=1C(=NC(=CC1)C(NCCC)=O)C(=O)OC)Cl methyl 3-(9-((4-(aminomethyl)-2-chloro-6-methylphenyl)carbamoyl)-4,5-dihydrobenzo[b]thieno[2,3-d]oxepin-8-yl)-6-(propylcarbamoyl)picolinate